(3-(4-bromophenyl)naphthalen-2-yl)magnesium bromide BrC1=CC=C(C=C1)C=1C(=CC2=CC=CC=C2C1)[Mg]Br